ClC1=C(C=C(C=C1)C(CNC1CCC(CC1)C(NC)=O)C1=CC=CC=C1)C=1C(=CC=C(C1F)OCCOC)C(=O)N 2'-chloro-6-fluoro-5-(2-methoxyethoxy)-5'-(2-(((1r,4r)-4-(methylcarbamoyl)cyclohexyl)amino)-1-phenylethyl)-[1,1'-biphenyl]-2-carboxamide